N-(5-(4-(cyanomethyl)oxazol-2-yl)-8-(methylamino)-2,7-naphthyridin-3-yl)cyclopropanecarboxamide C(#N)CC=1N=C(OC1)C1=C2C=C(N=CC2=C(N=C1)NC)NC(=O)C1CC1